benzyl (2-(2-(2-hydroxy-4,4-dimethylcyclohexyl)-6-(((1R,5S,6s)-3-(3-methyl-1-(thiazol-4-yl)-1H-pyrazole-4-carbonyl)-3-azabicyclo[3.1.0]hexan-6-yl)oxy)pyridin-4-yl)propan-2-yl)carbamate OC1C(CCC(C1)(C)C)C1=NC(=CC(=C1)C(C)(C)NC(OCC1=CC=CC=C1)=O)OC1[C@@H]2CN(C[C@H]12)C(=O)C=1C(=NN(C1)C=1N=CSC1)C